(S)-N-(1-amino-4,4,4-trifluoro-2-methyl-1-oxobutan-2-yl)-8-methoxy-9-(2-methyl-2H-tetrazol-5-yl)-1-(2-methylprop-1-en-1-yl)-5,6-dihydropyrrolo[2,1-a]isoquinoline-3-carboxamide NC([C@@](CC(F)(F)F)(C)NC(=O)C1=CC(=C2N1CCC1=CC(=C(C=C21)C=2N=NN(N2)C)OC)C=C(C)C)=O